COC(C1=CN=CC=C1C)=O.O=C1N(CC2=C1C=NC=C2)CC=2OC1=C(C2)C=CC=C1C(=O)OC Methyl 2-((3-oxo-1,3-dihydro-2H-pyrrolo[3,4-c]pyridin-2-yl)methyl)benzofuran-7-carboxylate Methyl-4-methylnicotinate